C(C)(=O)OCC1(N(C(CC1)C1=C(C=C(C(=C1)OCCCOC)Cl)Br)N1C=C(C(C=C1)=O)C(=O)OCC)COC(C)=O (5-(2-bromo-4-chloro-5-(3-methoxypropoxy)phenyl)-1-(3-(ethoxycarbonyl)-4-oxopyridin-1(4H)-yl)pyrrolidine-2,2-diyl)bis(methylene) diacetate